[5-(4-aminocinnolin-7-yl)-2-methoxy-4-(1,2,4-thiadiazol-5-yl)phenyl]boronic acid formate salt C(=O)O.NC1=CN=NC2=CC(=CC=C12)C=1C(=CC(=C(C1)B(O)O)OC)C1=NC=NS1